ClC=1C(=CC=C2C=NN(C12)C1OCCCC1)\C=C(\C(=O)OC)/F methyl (2Z)-3-[7-chloro-1-(oxan-2-yl) indazol-6-yl]-2-fluoroprop-2-enoate